N-[(1S)-3-[(2S)-2-ethyl-1-piperidyl]-1-[[(1S)-1-(4-fluoro-1H-benzimidazol-2-yl)ethyl]carbamoyl]-3-oxo-propyl]-3,3-dimethyl-cyclobutanecarboxamide C(C)[C@@H]1N(CCCC1)C(C[C@@H](C(N[C@@H](C)C1=NC2=C(N1)C=CC=C2F)=O)NC(=O)C2CC(C2)(C)C)=O